FC1(CC1)C(N1N=CC(=C1)C1=CC=CC(=N1)C1=CC=2N(C=C1)N=C(N2)N)C2=CC=C(C=C2)F 7-(6-(1-((1-fluorocyclopropyl)(4-fluorophenyl)methyl)-1H-pyrazol-4-yl)-pyridin-2-yl)-[1,2,4]-triazolo[1,5-a]pyridin-2-amine